C1(CC1)NC1=NC=C(C=N1)/C(=C/C=1C=C(C(=O)N[C@@H]2[C@H](CCCC2)O)C=CC1F)/F 3-{(Z)-2-[2-(cyclopropylamino)pyrimidin-5-yl]-2-fluoroethenyl}-4-fluoro-N-[(1S,2S)-2-hydroxycyclohexyl]benzamide